tert-butyl (1'R,2r,3R,5'S)-3-(((R)-tert-butylsulfinyl)amino)-3H-8'-azaspiro[benzofuran-2,3'-bicyclo[3.2.1]octane]-8'-carboxylate C(C)(C)(C)[S@@](=O)N[C@@H]1C2=C(OC13C[C@H]1CC[C@@H](C3)N1C(=O)OC(C)(C)C)C=CC=C2